1-(7-(3,4-dimethoxyphenyl)pyrazolo[1,5-a]pyrimidine-2-yl)-3-(4-ethoxyphenyl)urea COC=1C=C(C=CC1OC)C1=CC=NC=2N1N=C(C2)NC(=O)NC2=CC=C(C=C2)OCC